2,10-bis(benzyloxy)-6-(2,4-dimethoxybenzyl)-12-(2-morpholinoethyl)-12,13-dihydro-5H-indolo[2,3-a]pyrrolo[3,4-c]carbazole-5,7(6H)-dione C(C1=CC=CC=C1)OC=1C=CC2=C(C1)NC1=C2C2=C(C=3C4=CC=C(C=C4N(C13)CCN1CCOCC1)OCC1=CC=CC=C1)C(N(C2=O)CC2=C(C=C(C=C2)OC)OC)=O